Diethyl (5-methyl-1-(pyridin-2-yl)-1H-pyrazole-4-carbonyl)-L-valyl-D-glutamate CC1=C(C=NN1C1=NC=CC=C1)C(=O)N[C@@H](C(C)C)C(=O)N[C@H](CCC(=O)OCC)C(=O)OCC